9-fluoro-10-(4-methylpiperazin-1-yl)-2,3-dihydro-7H-[1,4]oxazino[2,3,4-ij]quinolin-7-one FC=1C=C2C(C=CN3C2=C(C1N1CCN(CC1)C)OCC3)=O